C1(CCC1)NC(O)=O.C(N)(OC1CCC1)=O cyclobutyl carbamate (cyclobutyl carbamate)